C(#N)C=1C=C2CC(CC2=CC1)NC1=NC=C(C=N1)C1=NN=C(O1)CC(=O)O 2-(5-(2-((5-cyano-2,3-dihydro-1H-inden-2-yl)amino)pyrimidin-5-yl)-1,3,4-oxadiazol-2-yl)acetic acid